1-(2-bromo-5-chlorophenyl)-3-phenylpropane BrC1=C(C=C(C=C1)Cl)CCCC1=CC=CC=C1